Cl.CC(C)N1C=NC(=C1)C(=O)O 1-(propan-2-yl)-1H-imidazole-4-carboxylic acid hydrochloride